C(C1=CC=CC=C1)(=O)C(=O)[O-] Benzoylformate